2,4,6-trimethylbenzoyldiethoxyphenylphosphine CC1=C(C(=O)C2=C(C=CC=C2)P(OCC)OCC)C(=CC(=C1)C)C